C(#N)CN1N=C2C(N(C(C=C2N2C[C@H](N(C[C@@H]2CC)C(C)C2=C(C(=O)NC)C=C(C=C2)F)CC)=O)C)=C1 2-(1-((2R,5S)-4-(2-(cyanomethyl)-4-methyl-5-oxo-4,5-dihydro-2H-pyrazolo[4,3-b]pyridin-7-yl)-2,5-diethylpiperazin-1-yl)ethyl)-5-fluoro-N-methylbenzamide